CC(C(=O)OCCC(C(C(C(C(C(F)(F)F)(F)F)(F)F)(F)F)(F)F)(F)F)=C 3,3,4,4,5,5,6,6,7,7,8,8,8-tridecafluorooctyl 2-methyl-acrylate